4-(5-amino-1-(1-(but-2-ynyl)pyrrolidin-3-yl)imidazo[1,5-c]pyrimidin-3-yl)-N-(4-cyanopyridin-2-yl)-2-fluorobenzamide NC1=NC=CC=2N1C(=NC2C2CN(CC2)CC#CC)C2=CC(=C(C(=O)NC1=NC=CC(=C1)C#N)C=C2)F